((2R,7aS)-2-fluorotetrahydro-1H-pyrrolizin-7a(5H)-yl)methanol hydrochloride Cl.F[C@@H]1C[C@@]2(CCCN2C1)CO